1-(4-(1-(2,6-difluorobenzyl)-3-(5-(2,2-difluoroethoxy)pyridin-2-yl)-5-((dimethylamino)methyl)-2,4-dioxo-1,2,3,4-tetrahydrothieno[2,3-d]pyrimidin-6-yl)phenyl)-3-methoxyurea FC1=C(CN2C(N(C(C3=C2SC(=C3CN(C)C)C3=CC=C(C=C3)NC(=O)NOC)=O)C3=NC=C(C=C3)OCC(F)F)=O)C(=CC=C1)F